The molecule is a methyl-branched fatty acid that is nonacosanoic acid substituted by a methyl group at position 28. It is a branched-chain saturated fatty acid, a methyl-branched fatty acid and an ultra-long-chain fatty acid. It derives from a nonacosanoic acid. CC(C)CCCCCCCCCCCCCCCCCCCCCCCCCCC(=O)O